2-(benzyloxy)-6-methoxy-3-nitropyridine C(C1=CC=CC=C1)OC1=NC(=CC=C1[N+](=O)[O-])OC